tert-Butyl (5-fluoro-4-formylpyridin-3-yl)carbamate FC=1C(=C(C=NC1)NC(OC(C)(C)C)=O)C=O